BrC=1SC=C(C1)C(=O)OC methyl 2-bromothiophene-4-carboxylate